ethyl (S)-5-(2,4-difluorophenyl)-2-(2,2,2-trifluoroethyl)-3,4-dihydro-2H-pyrano[2,3-b]pyridine-7-carboxylate FC1=C(C=CC(=C1)F)C1=C2C(=NC(=C1)C(=O)OCC)O[C@@H](CC2)CC(F)(F)F